OC(=O)C(F)(F)F.C1(=CC=CC=C1)C=1C=CC2=C(NC(=N2)[C@H]2NCCC2)C1 (S)-6-phenyl-2-(pyrrolidin-2-yl)-1H-benzo[d]imidazole TFA salt